N1(C=NC=C1)C(=O)N1CCC(CC1)=C(C#N)C1=CC(=CC=C1)Cl 2-(1-(1H-imidazole-1-carbonyl)piperidin-4-ylidene)-2-(3-chlorophenyl)acetonitrile